2-(2,6-dioxopiperidin-3-yl)-1-oxo-N-((R)-2,2,2-trifluoro-1-(2-(trifluoromethoxy)phenyl)ethyl)isoindoline-5-carboxamide O=C1NC(CCC1N1C(C2=CC=C(C=C2C1)C(=O)N[C@@H](C(F)(F)F)C1=C(C=CC=C1)OC(F)(F)F)=O)=O